4-[5-isopropyl-1-[4-(trifluoromethoxy)phenyl]pyrazol-3-yl]piperidine tert-butyl-(1R,5S,6S)-6-(hydroxymethyl)-3-azabicyclo[3.1.0]hexane-3-carboxylate C(C)(C)(C)OC(=O)N1C[C@H]2C([C@H]2C1)CO.C(C)(C)C1=CC(=NN1C1=CC=C(C=C1)OC(F)(F)F)C1CCNCC1